Adenosine 5'-Triphosphate Disodium Salt Hydrate O.[Na+].[Na+].P([O-])(=O)(OP(=O)([O-])OP(=O)(O)O)OC[C@@H]1[C@H]([C@H]([C@@H](O1)N1C=NC=2C(N)=NC=NC12)O)O